NC=1C2=C(N=CN1)N(C(=C2C2=CC=C(C=C2)C(=O)N2C(CCCC2)=O)C2=CC=C(C=C2)NC(C(=C)C)=O)C N-(4-(4-amino-7-methyl-5-(4-(2-oxopiperidine-1-carbonyl)phenyl)-7H-pyrrolo[2,3-d]pyrimidin-6-yl)phenyl)methacrylamide